FC1(C(CN(CC1)C1=C(C(=O)OC)C(=C(C=N1)C(F)(F)F)C)C)F methyl 2-(4,4-difluoro-3-methylpiperidin-1-yl)-4-methyl-5-(trifluoromethyl)nicotinate